Methyl 2-hydroxy-4-(trifluoromethyl)benzoate OC1=C(C(=O)OC)C=CC(=C1)C(F)(F)F